BrC1=CN(C(C=2C=CC=NC12)=O)CC1=C(C=C(C=C1)OC)OC 8-Bromo-6-(2,4-dimethoxybenzyl)-1,6-naphthyridin-5(6H)-one